N-((tetrahydro-2H-pyran-4-yl)methyl)methanamine O1CCC(CC1)CNC